2-(2-chloro-5-fluorophenyl)propan-2-amine hydrochloride Cl.ClC1=C(C=C(C=C1)F)C(C)(C)N